(R)-benzyl 4-(6-(3-(2-hydroxyphenyl)-5-methyl-7,8-dihydro-5H-pyrido[3',4':4,5]pyrrolo[2,3-c]pyridazin-6(9H)-yl)-2-azaspiro[3.3]heptan-2-yl)-[1,4'-bipiperidine]-1'-carboxylate OC1=C(C=CC=C1)C1=CC2=C(N=N1)NC1=C2[C@H](N(CC1)C1CC2(CN(C2)C2CCN(CC2)C2CCN(CC2)C(=O)OCC2=CC=CC=C2)C1)C